C=CCCCCCCCC Dec-1-ene